1-(4-(4-amino-1-(3-hydroxycyclobutyl)-1H-pyrazolo[3,4-d]pyrimidin-3-yl)-2-fluorophenyl)-3-(3-(1-(trifluoromethyl)cyclopropyl)isoxazol-5-yl)urea NC1=C2C(=NC=N1)N(N=C2C2=CC(=C(C=C2)NC(=O)NC2=CC(=NO2)C2(CC2)C(F)(F)F)F)C2CC(C2)O